(R)-(6-(3-ethyl-1H-pyrrolo[2,3-b]pyridin-5-yl)-8-(morpholin-3-yl)-3,4-Dihydroisoquinolin-2(1H)-yl)(2-methylpyrimidin-5-yl)methanone C(C)C1=CNC2=NC=C(C=C21)C=2C=C1CCN(CC1=C(C2)[C@H]2NCCOC2)C(=O)C=2C=NC(=NC2)C